N-[(3R,5S)-1-[8-(difluoromethyl)quinolin-5-yl]-5-methylpiperidin-3-yl]-2-(3-hydroxyazetidin-1-yl)acetamide FC(C=1C=CC(=C2C=CC=NC12)N1C[C@@H](C[C@@H](C1)C)NC(CN1CC(C1)O)=O)F